OC1=C(C2=CC=CC=C2C=C1)N=NC1=C(C=CC=C1)S(=O)(=O)[O-] (2-Hydroxy-1-naphthylazo)benzenesulfonate